(4Z)-4-(1H-Benzimidazol-5-ylmethylene)-2-(cyclooctylamino)-1H-imidazol-5-one N1C=NC2=C1C=CC(=C2)\C=C\2/N=C(NC2=O)NC2CCCCCCC2